BrC=1C=C(C2=C(N(C(N2)=O)C=2SC(=NN2)C(F)F)C1)Cl 6-bromo-4-chloro-1-(5-(difluoromethyl)-1,3,4-thiadiazol-2-yl)-1H-benzo[d]imidazol-2(3H)-one